1-(5-(Azetidin-3-yl)-5,6-dihydropyrrolo[3,4-c]pyrazol-1(4H)-yl)-N-(2-chloro-4-(trifluoromethyl)phenyl)cyclobutane-1-carboxamide N1CC(C1)N1CC=2N(N=CC2C1)C1(CCC1)C(=O)NC1=C(C=C(C=C1)C(F)(F)F)Cl